2-(2-aminoethyl)amino-4,6-bis(3-triethoxysilylpropyl)amino-1,3,5-triazine NCCNC1=NC(=NC(=N1)NCCC[Si](OCC)(OCC)OCC)NCCC[Si](OCC)(OCC)OCC